FC(C=1C=2N(C=CC1)N=C(C2)[C@@H]2N(CCC1=C2N=CN1)C(=O)C1=CN=C(O1)C1=NC=CC=C1)F (R)-(4-(4-(difluoromethyl)pyrazolo[1,5-a]pyridin-2-yl)-1,4,6,7-tetrahydro-5H-imidazo[4,5-c]pyridin-5-yl)(2-(pyridin-2-yl)oxazol-5-yl)methanone